FC=1C(=C2N(C(C=NC2=CC1)=O)C)CC=O 2-(6-fluoro-4-methyl-3-oxo-3,4-dihydroquinoxalin-5-yl)acetaldehyde